tert-butyl N-[[5-(4,4,5,5-tetramethyl-1,3,2-dioxaborolan-2-yl)-1H-benzimidazol-2-yl]methyl]carbamate CC1(OB(OC1(C)C)C1=CC2=C(NC(=N2)CNC(OC(C)(C)C)=O)C=C1)C